1,3,5,6-tetrahydroxyxanthone OC1=CC(=CC=2OC3=C(C(=CC=C3C(C12)=O)O)O)O